C(C1=CC=CC=C1)OC(C(=O)O)(CCCOCC(C)(C)NC1=NC(=C(C=C1C(F)(F)F)[N+](=O)[O-])C(=O)NN)C(F)(F)F 2-benzyloxy-5-[2-[[6-(hydrazinocarbonyl)-5-nitro-3-(trifluoromethyl)-2-pyridinyl]amino]-2-methyl-propoxy]-2-(trifluoromethyl)pentanoic acid